C(CCCCCC)(=O)OCC(COC(CCCCCC)=O)C(C(=O)OC[C@]1(O[C@H](C[C@@H]1O)N1C2=NC(=NC(=C2N=C1)N)F)C#C)CC(=O)[O-] ((2R,3S,5R)-5-(6-amino-2-fluoro-9H-purin-9-yl)-2-ethynyl-3-hydroxy-tetra-hydrofuran-2-yl)methyl (1,3-bis(heptan-oyloxy) propan-2-yl)succinate